COC(=O)C1=NN(C2=CC=CC(=C2C1=O)S(=O)(=O)C)C1=CC=C(C=C1)OC(F)(F)F 5-methylsulfonyl-4-oxo-1-[4-(trifluoromethoxy)phenyl]cinnoline-3-carboxylic acid methyl ester